[NH+]12CCC(CC1)[C@H](C2)CC(=O)[O-] [(8R)-1-azoniabicyclo[2.2.2]octan-8-yl]acetate